C[Si](C=C[Si](N1CCOCC1)(N1CCOCC1)N1CCOCC1)(OC)OC 1-methyldimethoxysilyl-2-tris(morpholino)silylethylene